C1=NC2=C(N1[C@H]3[C@@H]([C@@H]([C@H](O3)COP(=O)([O-])OP(=O)(O)[O-])OP(=O)([O-])OP(=O)([O-])[O-])O)N=C(NC2=O)N The molecule is an organophosphate oxoanion that is a penta-anionic form of guanosine 3',5'-bis(diphosphate). It is the major microspecies at pH 7.3 (according to Marvin v 6.2.0.). It is a conjugate base of a guanosine 3',5'-bis(diphosphate). It is a conjugate acid of a guanosine 3',5'-bis(diphosphate)(6-).